2-(4-(trifluoromethyl)benzyl)oxirane FC(C1=CC=C(CC2OC2)C=C1)(F)F